OC[C@@H]1N(C[C@@H]([C@H]([C@@H]1O)O)O)CC1CCC(CC1)C(F)(F)F (2S,3R,4R,5S)-2-(hydroxymethyl)-1-(((1r,4R)-4-(trifluoromethyl)cyclohexyl)methyl)piperidine-3,4,5-triol